2-({4-[2-(4-chloro-2-fluorophenyl)-1,3-benzodioxol-4-yl]piperidin-1-yl}methyl)-7-fluoro[(2S)-oxetan-2-ylmethyl]-1H-benzimidazole-6-carboxylic acid ClC1=CC(=C(C=C1)C1OC2=C(O1)C=CC=C2C2CCN(CC2)CC2=NC1=C(N2C[C@H]2OCC2)C(=C(C=C1)C(=O)O)F)F